C(C=C)N1C=C(C2=CC=CC=C12)C(=O)NC1=C(C(=O)O)C=CC=C1 2-(1-allyl-1H-indole-3-carboxamido)benzoic acid